C1(=CC=CC=C1)C12CC3(CC(CC(C1)C3)C2)CN (3-phenyladamantan-1-yl)methanamine